BrC(C1(CC(C(O1)=O)=C)C)C1=CC=CC=C1 5-(bromo(phenyl)methyl)-3-methylene-5-methyldihydrofuran-2(3H)-one